C(C(C)C)OC=1C=C(C#N)C=CC1C(C1=CC=NC=C1)OC1=CC=C2C(CCOC2=C1C)=O 3-isobutoxy-4-(((8-methyl-4-oxochroman-7-yl)oxy)(pyridin-4-yl)methyl)benzonitrile